O=C(CCOC(C)(C)OCCC(=O)C1=CC(=C(C(=C1)C(C)(C)C)O)C(C)(C)C)C1=CC(=C(C(=C1)C(C)(C)C)O)C(C)(C)C 2,2-bis-[3-oxo-3-(3,5-di-tert-butyl-4-hydroxyphenyl)propoxy]propane